(S)-4-(2-Amino-2-methylpropanoyl)-N-(1-(4-(2-(3-aminopyrrolidin-1-yl)ethyl)phenyl)-2-oxo-1,2-dihydropyrimidin-4-yl)piperazine-1-carboxamide trifluoroacetate salt FC(C(=O)O)(F)F.NC(C(=O)N1CCN(CC1)C(=O)NC1=NC(N(C=C1)C1=CC=C(C=C1)CCN1C[C@H](CC1)N)=O)(C)C